bis(4-butyl-phenyl)phosphine C(CCC)C1=CC=C(C=C1)PC1=CC=C(C=C1)CCCC